4-(N-methyl-N-(3-(N-Boc-L-threonyl-amino)-4-methoxyphenyl)-amino)coumarin CN(C1=CC(=C(C=C1)OC)NC([C@@H](NC(=O)OC(C)(C)C)[C@H](O)C)=O)C1=CC(OC2=CC=CC=C12)=O